C(C)(C)(C)O[C@H](C(=O)OCC)C1=C(C2=C(N=C(S2)C=2C=C3C(=NN(C3=CC2)C)N2C(CC2)=O)C=C1C)C1=CC=C(C=C1)Cl ethyl (S)-2-(tert-butoxy)-2-(7-(4-chlorophenyl)-5-methyl-2-(1-methyl-3-(2-oxoazetidin-1-yl)-1H-indazol-5-yl)benzo[d]thiazol-6-yl)acetate